C(CCCCC)C(C(C)(C)O[Sn](OC(C)(C)C)OC(C)(C)C)CCCCCC dihexyltris(tert-butoxy)tin